1-(5-bromo-2-(prop-1-yn-1-yl)phenyl)-3-chloropropan-1-ol BrC=1C=CC(=C(C1)C(CCCl)O)C#CC